(E)-5-cyclopropyl-2-((7-(2-cyclopropylvinyl)-1-methyl-1H-indol-5-yl)amino)nicotinic acid C1(CC1)C=1C=NC(=C(C(=O)O)C1)NC=1C=C2C=CN(C2=C(C1)\C=C\C1CC1)C